COC1=NC=CC(=C1)C=1C=C(C=2C=NNC2C1)NCCOCCCCNCC=1NC2=CC=C(C=C2C1)C(F)(F)F 6-(2-methoxypyridin-4-yl)-N-(2-(4-(((5-(trifluoromethyl)-1H-indol-2-yl)methyl)amino)butoxy)ethyl)-1H-indazol-4-amine